(S)-cyclopropyl(3-(piperazin-1-ylmethyl)-3,4-dihydroisoquinolin-2(1H)-yl)methanone C1(CC1)C(=O)N1CC2=CC=CC=C2C[C@H]1CN1CCNCC1